ClC1=NC=C(C(=C1)C(=O)NCC(F)(F)C1=C(C=C(C=C1)C)C)OC1=CC(=CC=C1)C(F)(F)F 2-chloro-N-[2-(2,4-dimethylphenyl)-2,2-difluoro-ethyl]-5-[3-(trifluoromethyl)phenoxy]pyridine-4-carboxamide